Cl.NC(C(=O)N1CCN(CC1)C(=O)NC1=NC(N(C=C1)C1CCC(CC1)CN1CCC2(CC(C2)N)CC1)=O)(C)C 4-(2-Amino-2-methylpropanoyl)-N-(1-(4-((2-amino-7-azaspiro[3.5]non-7-yl)methyl)cyclohexyl)-2-oxo-1,2-dihydropyrimidin-4-yl)piperazine-1-carboxamide hydrochloride